C1(=CC=CC=C1)C(C)OC1=CC=C2CCNCC2=C1 7-(1-Phenylethoxy)-1,2,3,4-tetrahydroisoquinoline